COC(=O)C=1C(N(C2=CC(=C(N=C2C1N(C)[C@@H]1CC[C@@H](CC1)/C(/C1=CC=CC=C1)=N/OC(C)(C)C)Cl)Br)C)=O methyl-7-bromo-4-((cis-4-((Z)-(tert-butoxyimino)(phenyl)methyl)cyclohexyl)-(methyl)amino)-6-chloro-1-methyl-2-oxo-1,2-dihydro-1,5-naphthyridine-3-carboxylate